O1C(OCC1)C=1C(=C(C=CC1)N1CCN(CC1)C(=O)OC(C)(C)C)F tert-butyl 4-(3-(1,3-dioxolan-2-yl)-2-fluorophenyl)piperazin-1-carboxylate